COC1=C(C(=CC=C1)OC)P(C1=C(C=CC=C1OC)OC)C1=C(C=CC=2C3=CC=C(C=C3N(C12)C(=O)N)C1=CC(=CC(=C1)C(C)(C)C)C(C)(C)C)C1=CC(=CC(=C1)C(C)(C)C)C(C)(C)C (bis(2,6-dimethoxyphenyl)phosphino)-2,7-bis(3,5-di-tert-butylphenyl)-9H-carbazole-9-carboxamide